FC=1C=C2C(C(NC2=CC1F)=O)=O 5,6-difluoro-isatin